ethyl 5-(((1R)-1-(2-(azidomethyl)-4-fluoro-2-methyl-2,3-dihydrobenzofuran-7-yl)ethyl)amino)pyrazolo[1,5-a]pyrimidine-3-carboxylate N(=[N+]=[N-])CC1(OC2=C(C1)C(=CC=C2[C@@H](C)NC2=NC=1N(C=C2)N=CC1C(=O)OCC)F)C